FC1(C(C=CC=C1)Cl)F 2,2-difluorochlorobenzene